[Zn].[Cu].[Ni] nickel-copper-zinc